C1OCC12CN(C2)C2=C1C=CN(C(C1=CN=C2)=O)CC2=CC=C1C=C(N(C1=C2)C(=O)OC(C)(C)C)COC2OCCCC2 Tert-butyl 6-[[5-(2-oxa-6-azaspiro[3.3]heptan-6-yl)-1-oxo-2,7-naphthyridin-2-yl]methyl]-2-(tetrahydropyran-2-yloxymethyl)indole-1-carboxylate